N-(3-(6-Fluoropyridin-3-yl)propyl)-2-methoxy-5-morpholino-1H-benzo[d]Imidazole-1-carboxamide FC1=CC=C(C=N1)CCCNC(=O)N1C(=NC2=C1C=CC(=C2)N2CCOCC2)OC